methyl 3-(trifluoromethyl)-5H,6H,7H,8H-(1,2,4)triazolo[4,3-a]pyridine-7-carboxylate FC(C1=NN=C2N1CCC(C2)C(=O)OC)(F)F